methyl 2-((2-acetyl-4-fluorophenyl)amino)-4-chloro-5-fluorobenzoate C(C)(=O)C1=C(C=CC(=C1)F)NC1=C(C(=O)OC)C=C(C(=C1)Cl)F